OC1(CCN(CC1)C(C[C@@H](C)C1=CC=CC=C1)=O)CN1C=NC=2C(C1=O)=NSC2C=2C=C1CC(CC1=CC2)N(C(OC(C)(C)C)=O)C tert-butyl N-(5-(6-((4-hydroxy-1-((R)-3-phenylbutyryl) piperidin-4-yl) methyl)-7-oxo-6,7-dihydroisothiazolo[4,3-d]pyrimidin-3-yl)-2,3-dihydro-1H-inden-2-yl)-N-methylcarbamate